(tert-butyl)-N-(1-hydroxy-2-methylpropane-2-yl)-1-(5-hydroxypentyl)-1H-pyrazole-5-formamide C(C)(C)(C)C1=NN(C(=C1)C(=O)NC(CO)(C)C)CCCCCO